BrC1=NC=C(C(=C1F)C)F 2-bromo-3,5-difluoro-4-methylpyridine